BrC[C@@](C(=O)NC1=CC(=C(C=C1)C#N)C(F)(F)F)(C)O (S)-3-Bromo-N-(4-cyano-3-(trifluoromethyl)phenyl)-2-hydroxy-2-methylpropanamide